C([2H])([2H])([2H])N(C(CC1=CN(C2=CC=CC=C12)C(=O)OC(C)(C)C)=O)C([2H])([2H])[2H] tert-Butyl 3-(2-(bis(methyl-d3)amino)-2-oxoethyl)-1H-indole-1-carboxylate